(5,6-dimethylbenzothiazol-2-yl)-3-methylbutan-2-ol CC=1C(=CC2=C(N=C(S2)CC(C(C)C)O)C1)C